CC(CC=O)CCC=C(C)C 3,7-dimethyloct-6-enealdehyde